ClC1=C(C=CC(=C1)Cl)C1=CC(=C(C=C1)CC)C1=C(C(OC(C1=O)(C)C)(C)C)OC([O-])=O 4-(2',4'-dichloro-4-ethyl [1,1'-biphenyl]-3-yl)-5,6-dihydro-2,2,6,6-tetramethyl-5-oxo-2H-pyran-3-yl-carbonate